2-methylprop-2-en-1-on CC(C=O)=C